ClC1=CC=C(C=C1)C=1C=C2C(=NC1)NC(N2CC(=O)NC2CC2)=O 2-[6-(4-Chlorophenyl)-2-oxo-3H-imidazo[4,5-b]pyridin-1-yl]-N-cyclopropyl-acetamide